CN(S(=O)(=O)N[C@@H]1[C@@H](N(CC1(F)F)C(=O)Cl)CC=1C(=C(C=CC1)C1=CC(=CC=C1)C)F)C (2s,3r)-3-[(dimethylsulfamoyl)amino]-4,4-difluoro-2-[(2-fluoro-3'-methyl-[1,1'-biphenyl]-3-yl)methyl]pyrrolidine-1-carbonyl chloride